(5-(2-cyclopropyl-4-fluorophenyl)-3-hydroxy-2,3-dihydrospiro[inden-1,3'-pyrrolidin]-1'-yl)(5-fluoropyridin-2-yl)methanone C1(CC1)C1=C(C=CC(=C1)F)C=1C=C2C(CC3(CN(CC3)C(=O)C3=NC=C(C=C3)F)C2=CC1)O